2-{[tris(propan-2-yl)silyl]oxy}acetylhydrazine CC(C)[Si](OCC(=O)NN)(C(C)C)C(C)C